3-(Benzyloxy)-5-hydroxy-4-(5-(2-methoxyethoxy)isoindoline-2-carbonyl)benzonitrile C(C1=CC=CC=C1)OC=1C=C(C#N)C=C(C1C(=O)N1CC2=CC=C(C=C2C1)OCCOC)O